Methyl 4-{[(1Z)-{[(tert-butoxy)carbonyl]amino}({[(tert-butoxy) carbonyl]imino})methyl]amino}-3-cyanobenzoate C(C)(C)(C)OC(=O)N\C(=N/C(=O)OC(C)(C)C)\NC1=C(C=C(C(=O)OC)C=C1)C#N